tert-Butyl (6-(trifluoromethyl)quinoline-4-carbonyl)glycinate FC(C=1C=C2C(=CC=NC2=CC1)C(=O)NCC(=O)OC(C)(C)C)(F)F